4-Cyclopropyl-N-[(S)-(4,4-difluorocyclohexyl)-[7-[[(3R*)-5,5-dimethyl-2-oxo-pyrrolidin-3-yl]methyl]imidazo[1,2-b]pyridazin-2-yl]methyl]-1,2,5-oxadiazole-3-carboxamide C1(CC1)C=1C(=NON1)C(=O)N[C@H](C=1N=C2N(N=CC(=C2)C[C@H]2C(NC(C2)(C)C)=O)C1)C1CCC(CC1)(F)F |o1:21|